8-(4-chloro-2-fluoro-phenyl)-3-ethyl-6-[(2R)-2-(1-methylpyrazol-4-yl)morpholin-4-yl]pyrido[3,4-d]pyrimidin-4-one ClC1=CC(=C(C=C1)C1=NC(=CC2=C1N=CN(C2=O)CC)N2C[C@H](OCC2)C=2C=NN(C2)C)F